Dimethyl 1,1'-(hexane-1,6-diyl)bis(6-chloro-7-(naphthalen-1-ylmethyl)-5-oxo-8-(3-(trifluoromethyl)phenyl)-1,2,3,5-tetrahydroimidazo[1,2-a]pyridine-3-carboxylate) C(CCCCCN1CC(N2C1=C(C(=C(C2=O)Cl)CC2=CC=CC1=CC=CC=C21)C2=CC(=CC=C2)C(F)(F)F)C(=O)OC)N2CC(N1C2=C(C(=C(C1=O)Cl)CC1=CC=CC2=CC=CC=C12)C1=CC(=CC=C1)C(F)(F)F)C(=O)OC